ClC1=NC2=C(C3=CC=CC=C13)N(C1=CC3=C(C=C12)OCO3)CCCN(C)C 3-(5-chloro-12H-[1,3]dioxolo[4',5':5,6]indolo[3,2-c]isoquinolin-12-yl)-N,N-dimethyl-1-propylamine